Tert-Butyl 1-[1-[4-fluoro-2-(trifluoromethyl)phenyl]ethyl]-3-oxo-1H,2H,3H,4H,5H,6H,7H-pyrazolo[4,3-c]pyridine-5-carboxylate FC1=CC(=C(C=C1)C(C)N1NC(C=2CN(CCC21)C(=O)OC(C)(C)C)=O)C(F)(F)F